Heptadecan-9-yl 8-((2-hydroxyethyl)(6-(nonyloxy)-6-oxohexyl)amino)octanoate OCCN(CCCCCCCC(=O)OC(CCCCCCCC)CCCCCCCC)CCCCCC(=O)OCCCCCCCCC